CC(=O)C1=CC(=CC=C1)C(C)(C)O 3-α-hydroxyisopropylphenyl methyl ketone